tert-butyl (R)-4-(bis(4-fluorophenyl)methyl)-3-isopropylpiperazine-1-carboxylate FC1=CC=C(C=C1)C(N1[C@@H](CN(CC1)C(=O)OC(C)(C)C)C(C)C)C1=CC=C(C=C1)F